1,7-heptanediol dinitrate [N+](=O)([O-])OCCCCCCCO[N+](=O)[O-]